[Cl-].[Cl-].C1(=CC=CC=C1)C(C1=CC=CC=C1)=[Hf+2](C1=C(C=CC=2C3=CC=C(C=C3CC12)C(C)(C)C)C(C)(C)C)C1C=CC=C1 diphenylmethylene(cyclopentadienyl)(2,7-di-t-butylfluorenyl)hafnium dichloride